N-(4-aminobutyl)-5-(6-(3-aminoprop-1-yn-1-yl)pyridin-3-yl)furan-2-carboxamide NCCCCNC(=O)C=1OC(=CC1)C=1C=NC(=CC1)C#CCN